C(C)(=O)O[C@H]1[C@@H](O[C@@H](C1)COC(C)=O)N1C2=NC(=NC=C2N(C1=O)CC1=CC(=CS1)C(=O)O)N 5-((9-((2R,3R,5S)-3-acetoxy-5-(acetoxymethyl)tetrahydrofuran-2-yl)-2-amino-8-oxo-8,9-dihydro-7H-purin-7-yl)methyl)thiophene-3-carboxylic acid